C1(CCCCC1)C1=CC=C(CN2CCC(CC2)C=2C=C3CN(C(C3=CC2)=O)C2C(NC(CC2)=O)=O)C=C1 3-(5-(1-(4-cyclohexylbenzyl)piperidin-4-yl)-1-oxoisoindolin-2-yl)piperidine-2,6-dione